tricyclo[5.2.1.02,6]-8-decene C12C3CCCC3C(C=C1)C2